1,2,3-triazole-4-formaldehyde N1N=NC(=C1)C=O